COC1=CC=C(C=C1)C1=NN2C(=NC3=C(C=CC=C3C2=N1)C(=O)OC)N[C@H]1C(NCCCC1)=O Methyl 2-(4-methoxyphenyl)-5-{[(3R)-2-oxoazepan-3-yl]amino}[1,2,4]triazolo[1,5-c]quinazoline-7-carboxylate